tert-Butyl N-{(4S)-4-(3-anilino-2-chlorophenyl)-1-[(1-hydroxycyclopropyl)methyl]-4-methyl-6-oxohexahydropyrimidin-2-ylidene}carbamate N(C1=CC=CC=C1)C=1C(=C(C=CC1)[C@]1(NC(N(C(C1)=O)CC1(CC1)O)=NC(OC(C)(C)C)=O)C)Cl